CN1C(=NN=C1)SC(C)C=1C=C(C=CC1)N1N=CC(=N1)C1=CC=C(C=C1)CO (4-(2-(3-(1-(4-methyl-4H-1,2,4-triazol-3-ylthio)ethyl)phenyl)-2H-1,2,3-triazol-4-yl)phenyl)methanol